[4-[4-(2-dimethylamino-phenyl)-piperidin-1-yl]-2-(1-fluoro-cyclopentyl)-quinazolin-6-yl]-methyl-(2-morpholin-4-yl-ethyl)-amine CN(C1=C(C=CC=C1)C1CCN(CC1)C1=NC(=NC2=CC=C(C=C12)N(CCN1CCOCC1)C)C1(CCCC1)F)C